OC1(CN(CCC1)C(=O)OC(C)(C)C)C tert-butyl 3-hydroxy-3-methylpiperidine-1-carboxylate